1-Cyclopropyl-benzimidazole-5-carboxylic acid C1(CC1)N1C=NC2=C1C=CC(=C2)C(=O)O